((1S,3s)-3-(2-((R)-1-(((R)-tert-butylsulfinyl)amino)ethyl)-4,6-difluorophenoxy)cyclobutyl)carbamic acid tert-butyl ester C(C)(C)(C)OC(NC1CC(C1)OC1=C(C=C(C=C1F)F)[C@H](C)N[S@](=O)C(C)(C)C)=O